[Co]=O.[Na] sodium-cobalt-oxide